NC1=NC=NN2C1=CC=C2[C@]2([C@@H]([C@@H]([C@H](O2)COC(=O)OCC[C@@H](C(=O)OC(C)C)N(C)C)O)O)C#N isopropyl (2S)-4-[[(2R,3S,4R,5R)-5-(4-aminopyrrolo[2,1-f][1,2,4]triazin-7-yl)-5-cyano-3,4-dihydroxy-tetrahydrofuran-2-yl]methoxycarbonyloxy]-2-(dimethylamino)butanoate